[Co](Cl)(Cl)Cl.OCCC1=NC=CC=C1 hydroxyethyl-pyridine cobalt trichloride